FC1=CN=C2N1C=C(C=C2)C2=CNC=1N=C(N=CC12)NC1CCC(CC1)(O)C (1s,4s)-4-((5-(3-fluoroimidazo[1,2-a]pyridin-6-yl)-7H-pyrrolo[2,3-d]pyrimidin-2-yl)amino)-1-methylcyclohexan-1-ol